4-Octadecyloxy-3-methoxybenzoic acid methyl ester COC(C1=CC(=C(C=C1)OCCCCCCCCCCCCCCCCCC)OC)=O